C1=CC(=CC=C1SC2=CC=C(C=C2)Cl)Cl 4,4'-dichloro diphenyl sulfide